5-chloro-3-(3-hydroxy-1-piperidinyl)xanthen-9-one ClC1=C2OC=3C=C(C=CC3C(C2=CC=C1)=O)N1CC(CCC1)O